S(=O)(=O)(C1=CC=C(C)C=C1)O[C@H]1C[C@H](CCC1)C(=O)OC methyl (1S,3R)-3-(tosyloxy)cyclohexane-1-carboxylate